tert-butyl 3-({5-[2-fluoro-8-(trifluoromethanesulfonyloxy)-6-[(triisopropylsilyl)oxy]naphthalen-1-yl]pentyl}oxy)azepane-1-carboxylate FC1=C(C2=C(C=C(C=C2C=C1)O[Si](C(C)C)(C(C)C)C(C)C)OS(=O)(=O)C(F)(F)F)CCCCCOC1CN(CCCC1)C(=O)OC(C)(C)C